5-(2-(ethyl(isopropyl)carbamoyl)-4-fluorophenoxy)pyrimidine C(C)N(C(=O)C1=C(OC=2C=NC=NC2)C=CC(=C1)F)C(C)C